4-amino-3-chloro-6-(2,5-difluoro-4-(trifluoromethyl)phenyl)-pyridine-2-carboxylic acid methyl ester COC(=O)C1=NC(=CC(=C1Cl)N)C1=C(C=C(C(=C1)F)C(F)(F)F)F